tert-butyl (Z)-2-(((1-(2-aminothiazol-4-yl)-3-(benzo[d]thiazol-2-ylsulfanyl)-2-oxopropylidene) amino) oxy)-2-methylpropionate NC=1SC=C(N1)/C(/C(CSC=1SC2=C(N1)C=CC=C2)=O)=N/OC(C(=O)OC(C)(C)C)(C)C